ClC=1C=CC(=C(C1)C1=CC(=CC=C1)C(=O)OC(C)(C)C)\C=C\CO tert-butyl (E)-5'-chloro-2'-(3-hydroxyprop-1-en-1-yl)-[1,1'-biphenyl]-3-carboxylate